ClC1=C(SC2=C1N(C=1C2=NC=C(C1)C1=C(N=NN1C)C)C(C1CCOCC1)C1=NC=CC=C1F)C(C)(C)O 2-(3-chloro-6-(1,4-dimethyl-1H-1,2,3-triazol-5-yl)-4-((3-fluoropyridin-2-yl)(tetrahydro-2H-pyran-4-yl)methyl)-4H-thieno[2',3':4,5]pyrrolo[3,2-b]pyridin-2-yl)propan-2-ol